C1(CC1)C=1C=C(C=2N(N1)C=C(N2)CNC(OC(C)(C)C)=O)N2C(OCC2)=O tert-butyl ((6-cyclopropyl-8-(2-oxooxazolidin-3-yl)imidazo[1,2-b]pyridazin-2-yl)methyl)carbamate